O.O.C(C=1C(O)=CC=CC1)(=O)O salicylic acid dihydrate